CC(C)CC(C)(C)C The molecule is an alkane that consists of pentane bearing two methyl substituents at position 2 and a single methyl substituent at position 4. It has a role as a fuel additive, a non-polar solvent and a nephrotoxin. It is an alkane and a volatile organic compound.